PYRIMIDO-PYRIDINE N1=CN=CC2=C1C=CC=N2